OC1=C(C(=NC(=C1C(C)C)C)C)C(=O)N 4-hydroxy-2,6-dimethyl-5-propan-2-ylpyridine-3-carboxamide